C(CCC)C=1C=CC2=C(N=C(S2)N)C1N1C2=CC=CC=C2C=2C=CC=CC12 butyl-4-(carbazol-9-yl)benzothiazol-2-amine